3,3,4,4,7-Pentafluoro-2a-hydroxy-2,2a,3,4-tetrahydro-1H-cyclopenta[cd]inden-1-one FC1(C(C=2C=3C1(CC(C3C(=CC2)F)=O)O)(F)F)F